4,4-Dimethyl-6-(2-((4-((methylsulfonyl)methyl)pyridin-2-yl)amino)pyrimidin-4-yl)-3,4-Dihydroisoquinolin CC1(CN=CC2=CC=C(C=C12)C1=NC(=NC=C1)NC1=NC=CC(=C1)CS(=O)(=O)C)C